3-(adamantan-1-yl)-N-(2-chloro-7-((2R,4S,5R)-5-ethynyl-4-hydroxy-5-(hydroxymethyl)tetrahydrofuran-2-yl)-7H-pyrrolo[2,3-d]pyrimidin-4-yl)propanamide C12(CC3CC(CC(C1)C3)C2)CCC(=O)NC=2C3=C(N=C(N2)Cl)N(C=C3)[C@@H]3O[C@@]([C@H](C3)O)(CO)C#C